(3-((4-(tert-pentyl)phenyl)amino)cyclobutyl)carbamate C(C)(C)(CC)C1=CC=C(C=C1)NC1CC(C1)NC([O-])=O